C1(=CC=CC=C1)C=1C=NC(=NC1)CN (5-phenylpyrimidin-2-yl)methanamine